2-(2-(difluoromethyl)pyrimidin-4-yl)-2-methylpropanoic acid FC(C1=NC=CC(=N1)C(C(=O)O)(C)C)F